(5-amino-7-methoxyimidazo[1,2-c]quinazolin-2-yl)(1,4-oxazepan-4-yl)methanone NC1=NC=2C(=CC=CC2C=2N1C=C(N2)C(=O)N2CCOCCC2)OC